1-(4-(3-oxoazetidin-1-yl)phenyl)-3-((2-(trimethylsilyl)ethoxy)methyl)dihydropyrimidine-2,4(1H,3H)-dione O=C1CN(C1)C1=CC=C(C=C1)N1C(N(C(CC1)=O)COCC[Si](C)(C)C)=O